C1=CC=CC=2C=CC=3CC=4C=CC=CC4C3C21 7H-benzo[c]fluoren